tetraallyl cis,cis,cis,cis-1,2,3,4-cyclopentanetetracarboxylate C=CCOC(=O)[C@@H]1C[C@@H]([C@@H]([C@@H]1C(=O)OCC=C)C(=O)OCC=C)C(=O)OCC=C